C(C1=CC=CC=C1)(=O)OCCN(C)C benzoic acid, 2-(dimethylamino)ethyl ester